C(C)(=O)ON=C(C(=O)C=1C=CC=2N(C3=CC=C(C=C3C2C1)C(C(C)=NOC(C)=O)=O)C1=CC=C(C=C1)SC)CCC (acetoxyimino)-1-(6-(2-(acetoxyimino)propionyl)-9-(4-(methylthio)phenyl)-carbazol-3-yl)pentan-1-one